CN1N=C(C2=CC=C(C=C12)N1CCC(CC1)CC1CCNCC1)C1C(NC(CC1)=O)=O 3-[1-methyl-6-[4-(4-piperidylmethyl)-1-piperidyl]indazol-3-yl]piperidine-2,6-dione